6-bromo-2-isobutyryl-nicotinic acid BrC1=NC(=C(C(=O)O)C=C1)C(C(C)C)=O